NC([C@H](CCC(=O)OC(C)(C)C)N1C(C2=CC=C(C=C2C1)O[C@@H]1CNCC1)=O)=O tert-butyl (S)-5-amino-5-oxo-4-(1-oxo-5-(((S)-pyrrolidin-3-yl)oxy) isoindolin-2-yl)pentanoate